CN1N=CC(=C1)NC1=NC=CC(=N1)C1=CC=C(C=C1)NS(=O)(=O)CC1=CC=CC=C1 N-(4-(2-((1-methyl-1H-pyrazol-4-yl)amino)pyrimidin-4-yl)phenyl)-1-phenylmethanesulfonamide